benzyl (S)-4-(5-(5-bromo-3-(3-hydroxy-2,2-dimethylpropyl)-1-(2,2,2-trifluoroethyl)-1H-indol-2-yl)-6-(1-methoxyethyl)pyridin-3-yl)piperidine-1-carboxylate BrC=1C=C2C(=C(N(C2=CC1)CC(F)(F)F)C=1C=C(C=NC1[C@H](C)OC)C1CCN(CC1)C(=O)OCC1=CC=CC=C1)CC(CO)(C)C